2,3-bis(4-(2-hydroxyethyl)phenyl)-2,3-bis(4-(trifluoromethyl)phenyl)succinonitrile OCCC1=CC=C(C=C1)C(C#N)(C(C#N)(C1=CC=C(C=C1)C(F)(F)F)C1=CC=C(C=C1)CCO)C1=CC=C(C=C1)C(F)(F)F